3-formylphenyl-pinacol C(=O)C=1C=C(C=CC1)CC(O)(C)C(C)(C)O